NC1=NC(=C(C=C1C=1C=C2CCNC(C2=CC1)=O)C1=CC=C(C=C1)N1CCN(CC1)CC1CC1)F 6-(2-amino-5-(4-(4-(cyclopropylmethyl)piperazin-1-yl)phenyl)-6-fluoropyridin-3-yl)-3,4-dihydroisoquinolin-1(2H)-one